C(C)C1=NN(C=C1C#N)C1=NC=C(C=C1)C=O 3-ethyl-1-(5-formylpyridin-2-yl)-1H-pyrazole-4-carbonitrile